C(C)(C)(CC(C)(C)C)[N+]#[C-] tert-Octylisocyanide